phosphoramidite rhodium [Rh+3].P([O-])([O-])N.P([O-])([O-])N.P([O-])([O-])N.[Rh+3]